[F-].[Mn+3].[F-].[F-] manganese(III) fluoride